OO.[Al] aluminum hydroxy hydroxide